tert-butyl-(1r,4r)-5-((7-bromo-6-(2-cyanoethyl)-8-fluoro-3-iodo-2-(methylsulfanyl)quinolin-4-yl)amino)-2-azabicyclo[2.1.1]hexane-2-carboxylic acid C(C)(C)(C)[C@@]12N(C[C@H](C1NC1=C(C(=NC3=C(C(=C(C=C13)CCC#N)Br)F)SC)I)C2)C(=O)O